1-((6-(trifluoromethyl)pyridin-3-yl)methyl)cyclopropanecarbaldehyde FC(C1=CC=C(C=N1)CC1(CC1)C=O)(F)F